C(C)(=O)OC[C@@H](OC(C)=O)COP(=O)(O)O 1,2-diacetyl-sn-glycero-3-phosphate